C(C)(C)(C)OC(=O)N1CCC(CC1)N1N=C(C(=C1)N)C(F)F 4-(3-(difluoromethyl)-4-amino-1H-pyrazol-1-yl)piperidine-1-carboxylic acid tert-butyl ester